tert-butyl (S)-2-methyl-4-(6-(pyrazolo[1,5-a]pyridin-3-yl)pyridin-2-yl)piperazine-1-carboxylate C[C@@H]1N(CCN(C1)C1=NC(=CC=C1)C=1C=NN2C1C=CC=C2)C(=O)OC(C)(C)C